COC(=O)C=1C=C2C=CC3(CCNCC3)OC2=CC1OC 7-methoxyspiro[chromene-2,4'-piperidine]-6-carboxylic acid methyl ester